C12N(CCC2C1)C1=NC(=C(C2=C1C(N1[C@@H](CO2)CN(CC1)C(=O)OC(C)(C)C)=O)Cl)Cl tert-butyl (6aR)-1-(2-azabicyclo[3.1.0]hexan-2-yl)-3,4-dichloro-12-oxo-6a,7,9,10-tetrahydro-12H-pyrazino[2,1-c]pyrido[3,4-f][1,4]oxazepine-8(6H)-carboxylate